O1CCC(CC1)CC(=O)N TETRAHYDRO-2H-PYRAN-4-YLACETAMIDE